C(C)(C)(C)OC(=O)N1CCN(CC1)CC1CCC(CC1)CN1CCN(CC1)C(=O)OCC1=CC=CC=C1 benzyl 4-[[4-[(4-tert-butoxycarbonylpiperazin-1-yl)methyl]cyclohexyl]methyl]piperazine-1-carboxylate